(R)-4-Ethyl-N'-(((R)-3-methyl-1,2,3,5,6,7-hexahydrodicyclopenta[b,e]pyridin-8-yl)carbamoyl)thiophene-2-sulfonimidamide C(C)C=1C=C(SC1)[S@@](=O)(N)=NC(NC1=C2C(=NC3=C1CCC3)[C@@H](CC2)C)=O